2-methylsulfonyl-5,7-diphenyl-[1,2,4]triazolo[1,5-a]pyrimidine CS(=O)(=O)C1=NN2C(N=C(C=C2C2=CC=CC=C2)C2=CC=CC=C2)=N1